N-isopropyl-N,2-dimethyl-7-(pyrrolidin-1-yl)pyrido[2,3-d]pyrimidine-6-carboxamide C(C)(C)N(C(=O)C1=CC2=C(N=C(N=C2)C)N=C1N1CCCC1)C